C(=O)(OC(C)(C)C)N1C(OCC1)(C)C (R)-N-BOC-2,2-dimethyl-oxazolidine